2,3-dibromobromobenzyl bromide BrC1=C(C(Br)Br)C=CC=C1Br